2-hydroxy-hexanoic acid cyclohexylmethyl-{2-[3-endo-(3-hydroxy-phenyl)-8-azabicyclo[3.2.1]oct-8-yl]ethyl}amide C1(CCCCC1)CN(C(C(CCCC)O)=O)CCN1C2CC(CC1CC2)C2=CC(=CC=C2)O